FC(C(=O)O)(F)F.C1(=CC=CC=C1)COC(N[C@@H]1CNC[C@H]1O)=O trans-(4-hydroxypyrrolidin-3-yl)carbamic acid phenylmethyl ester 2,2,2-trifluoroacetate salt